C1(CCC1)C1=C(C(=O)N)C=CC(=C1[N+](=O)[O-])O cyclobutyl-4-hydroxy-3-nitrobenzamide